C(=C)C1C(=O)OC(C1)CC α-vinyl-γ-caprolactone